α-chloroanthraquinone C1=CC=C2C(=C1)C(=O)C3=C(C2=O)C(=CC=C3)Cl